(4-Isonicotinamidopiperidin-1-yl)(1-methyl-1H-indol-2-yl)methanone C(C1=CC=NC=C1)(=O)NC1CCN(CC1)C(=O)C=1N(C2=CC=CC=C2C1)C